4-(5-Chlorofuran-2-yl)-1,3-bis(2,4-difluorophenyl)-N-((2,5-dimethyl-8-oxa-2,5-diazaspiro[3.5]non-7-yl)methyl)-5-methyl-4,5-dihydro-1H-pyrazole-5-carboxamide ClC1=CC=C(O1)C1C(=NN(C1(C(=O)NCC1CN(C2(CN(C2)C)CO1)C)C)C1=C(C=C(C=C1)F)F)C1=C(C=C(C=C1)F)F